ClC1=C(C=CC(=C1)F)C(=O)N1CC2(C1)C=C(C(C(C2)(C)C)=O)C#N 2-(2-chloro-4-fluorobenzene-1-carbonyl)-8,8-dimethyl-7-oxo-2-azaspiro[3.5]non-5-ene-6-carbonitrile